3-([1,1'-biphenyl]-4-yl)hex-4-ynoic acid C1(=CC=C(C=C1)C(CC(=O)O)C#CC)C1=CC=CC=C1